4-(6-(2,5-Difluorophenyl)-6-(4-fluoro-1-oxo-6-(4-(piperazin-1-yl)phenyl)isoindolin-2-yl)hex-1,3-diyn-1-yl)-1H-pyrrole FC1=C(C=C(C=C1)F)C(CC#CC#CC=1C=CNC1)N1C(C2=CC(=CC(=C2C1)F)C1=CC=C(C=C1)N1CCNCC1)=O